2,6-diamino-4-oxopyrimidine NC1=NC(=CC(N1)=O)N